ClC=1C(=C(C(=O)N(C2=CC=CC=C2)C)C=CN1)C 2-chloro-N,3-dimethyl-N-phenylisonicotinamide